dimethyl(2-phenylethyl)sulfonium C[S+](CCC1=CC=CC=C1)C